N-(2-indolylethyl)-2-anilinobenzamide N1C(=CC2=CC=CC=C12)CCNC(C1=C(C=CC=C1)NC1=CC=CC=C1)=O